[C-]#N.[Na+] Natrium cyanid